BrC=1C(N(C(=NC1O)C)C1=C(C(=CC=C1)Cl)Cl)=O 5-bromo-3-(2,3-dichlorophenyl)-6-hydroxy-2-methylpyrimidin-4(3H)-one